FC1=CC=C(C(=C1[C@H]([C@@H](C=1OC(NN1)=O)NS(=O)(=O)C1=CC=CC=C1)C)C)C N-((1S,2R)-2-(6-fluoro-2,3-dimethylphenyl)-1-(5-oxo-4,5-dihydro-1,3,4-oxadiazol-2-yl)propyl)benzenesulfonamide